N-[7-chloro-6-[4-(4-hydroxy-3-methyl-tetrahydrofuran-3-yl)piperazin-1-yl]-3-isoquinolyl]-2-ethyl-3-(1-methylpyrazol-3-yl)cyclopropanecarboxamide ClC1=C(C=C2C=C(N=CC2=C1)NC(=O)C1C(C1C1=NN(C=C1)C)CC)N1CCN(CC1)C1(COCC1O)C